1,3,5-tris(3,5-di-tert-butyl-4-hydroxybenzyl)-S-triazine C(C)(C)(C)C=1C=C(CN2CN(CN(C2)CC2=CC(=C(C(=C2)C(C)(C)C)O)C(C)(C)C)CC2=CC(=C(C(=C2)C(C)(C)C)O)C(C)(C)C)C=C(C1O)C(C)(C)C